Cl.C1(CC1)[C@H]1N(CCCNC1)S(=O)(=O)C1=C2C(=CN=CC2=CC=C1)F (R)-5-((2-cyclopropyl-1,4-diazepan-1-yl)sulfonyl)-4-fluoroisoquinoline hydrochloride